N-(Cyclopropylmethyl)-6-(4-{1-[(1R)-2,3-dihydro-1H-inden-1-yl]piperidin-4-yl}-1,4-diazepan-1-yl)pyridine-2-carboxamide C1(CC1)CNC(=O)C1=NC(=CC=C1)N1CCN(CCC1)C1CCN(CC1)[C@@H]1CCC2=CC=CC=C12